3-ethyl-3-(Cyclohexyloxymethyl)oxetane C(C)C1(COC1)COC1CCCCC1